BrC1=C(CS(=O)(=O)C2=CC3=C(S\C(\C(N3)=O)=C/C3=CC(=C(C=C3)OC)[N+](=O)[O-])C=C2)C(=CC=C1)Br (Z)-6-((2,6-dibromobenzyl)sulfonyl)-2-(4-methoxy-3-nitrobenzylidene)-2H-benzo[b][1,4]thiazin-3(4H)-one